C(C1=CC=CC=C1)C=1N(C=2C(=C3CC[C@@H](NC3=CC2)C)N1)CCN1CC2(CCS2(=O)=O)C1 (7S)-2-Benzyl-3-(2-{1,1-dioxo-1λ6-thia-6-azaspiro[3.3]heptan-6-yl}ethyl)-7-methyl-3H,6H,7H,8H,9H-imidazo[4,5-f]chinolin